bis(4-vinyladamantanyl)-2-pyridylphosphine C(=C)C1C2CC3(CC(CC1C3)C2)P(C2=NC=CC=C2)C23CC1C(C(CC(C2)C1)C3)C=C